C(C1=CC=CC=C1)N1C=NC2=CC=C(C=C2C1=O)C=1C=NNC1 3-Benzyl-6-(1H-pyrazol-4-yl)quinazolin-4-one